C(CN1C(C=CC1=O)=O)N1C(C=CC1=O)=O 1,1'-(ethane-1,2-diyl)bis(1H-pyrrole-2,5-dione)